(S)-N-(3-(azepan-1-ylsulfonyl)-4-methylphenyl)-2-(4,5-dichloro-6-oxopyridazin-1(6h)-yl)butanamide N1(CCCCCC1)S(=O)(=O)C=1C=C(C=CC1C)NC([C@H](CC)N1N=CC(=C(C1=O)Cl)Cl)=O